FC1=C(CNC(CN2N=C(C(=C2)C2=CC=NC3=CC=CC=C23)C2=NC=CC=C2)=O)C(=CC=C1)F N-(2,6-difluorobenzyl)-2-(3-(pyridin-2-yl)-4-(quinolin-4-yl)-1H-pyrazol-1-yl)acetamide